The molecule is a 2-hydroxy monocarboxylic acid that is the enol-form of phenylpyruvic acid, consisting of acrylic acid having a hydroxy substituent at the 2-position and a phenyl group at the 3-position. It is a 2-hydroxy monocarboxylic acid and an alpha,beta-unsaturated monocarboxylic acid. It derives from an acrylic acid. It is a conjugate acid of an enol-phenylpyruvate. It is a tautomer of a keto-phenylpyruvic acid. C1=CC=C(C=C1)C=C(C(=O)O)O